[N+](=O)([O-])C1=C(C=C(N)C=C1)S(=O)(=O)O para-nitroaniline-m-sulfonic acid